C(OC1=CC=C(C=C1)[N+](=O)[O-])(=O)Cl (4-nitrophenyl) carbonochloridate